C(C1=CC=CC=C1)OCCOCCOCCOS(=O)(=O)C1=CC=C(C=C1)C.C(C)(C)(C)C(C(=O)N)=C.C(C=C)(=O)O acrylic acid-tertbutyl-acrylamide 2-[2-(2-benzyloxyethoxy)ethoxy]ethyl-4-methylbenzenesulfonate